FCS(=O)(=O)N[C@@H]1[C@@H](N([C@@H](C1)C)C(=O)OC)CO[C@@H]1C[C@@H]2C[C@@]2(CC1)C1=NC=C(C=N1)F Methyl (2r,3s,5r)-3-((fluoromethyl) sulphonamido)-2-((((1s,3s,6r)-6-(5-fluoropyrimidin-2-yl) bicyclo[4.1.0]hept-3-yl) oxy) methyl)-5-methylpyrrolidine-1-carboxylate